N-(4-methoxyphenyl)-3-methyl-1-(5-nitropyridin-2-yl)-1H-indol-5-amine COC1=CC=C(C=C1)NC=1C=C2C(=CN(C2=CC1)C1=NC=C(C=C1)[N+](=O)[O-])C